3-(perfluoroethyl)-4-((5-(piperidin-1-yl)thiophen-2-yl)methylene)isoxazol-5(4H)-one FC(C(F)(F)F)(C1=NOC(C1=CC=1SC(=CC1)N1CCCCC1)=O)F